ClC1=C(C=C(OC2=NOC(C2)(C(F)(F)F)C2=CC(=C(C(=C2)Cl)F)Cl)C=C1)N1N=CN=C1 3-[4-chloro-3-(1,2,4-triazol-1-yl)phenoxy]-5-(3,5-dichloro-4-fluorophenyl)-5-(trifluoromethyl)-4H-isoxazole